C(C)(=O)O[C@H]([C@@H](CNC(CC1=CC=C(C=C1)Cl)=O)OC(C)=O)[C@@H]1O[C@@](C[C@@H]([C@H]1NC(COC(C)=O)=O)OC(C)=O)(OCCCCCCC#C)C(=O)OC (1R,2R)-1-((2R,3R,4S,6R)-4-acetoxy-3-(2-acetoxyacetamido)-6-(methoxycarbonyl)-6-(oct-7-yn-1-yloxy)tetrahydro-2H-pyran-2-yl)-3-(2-(4-chlorophenyl)acetamido)propane-1,2-diyl diacetate